methyl 4-(benzyloxy)-5-fluoropyrimidine-2-carboxylate Methyl-4-(benzyloxy)-5-fluoropyrimidine-2-carboxylate COC(=O)C1=NC=C(C(=N1)OCC1=CC=CC=C1)F.C(C1=CC=CC=C1)OC1=NC(=NC=C1F)C(=O)OC